CN1CCN(CC1)C1=CC=C(C=C1)NC=1N=C(C2=C(N1)NC=C2C#N)N2OCC[C@H]2C2=CC=CC=C2 (S)-2-((4-(4-methylpiperazin-1-yl)phenyl)amino)-4-(3-phenyl-isoxazolidin-2-yl)-7H-pyrrolo[2,3-d]pyrimidine-5-carbonitrile